C(C1=CC=CC=C1)OC=1C=C2C(=C(N(C2=CC1)C1=CC(=C(C=C1)F)C)C1CC1)C(C(=O)OC)CC1=CC=CC=C1 methyl 2-(5-(benzyloxy)-2-cyclopropyl-1-(4-fluoro-3-methylphenyl)-1H-indol-3-yl)-3-phenylpropanoate